C(C)N(C(=O)N[C@H](C(F)(F)F)CCC(F)(F)F)[C@H](C)C1=CN(C(C(=C1)C=1N=C(C=2N(C1)C=CN2)OC)=O)C 1-ethyl-3-((S)-1,1,1,5,5,5-hexafluoropentan-2-yl)-1-((R)-1-(5-(8-methoxy-imidazo[1,2-a]pyrazin-6-yl)-1-methyl-6-oxo-1,6-dihydropyridin-3-yl)ethyl)urea